ClC=1C=C(C(=O)O)C=CC1 3-chlorobenzoic acid